CN1N=C(C(=C1)C1=CN2C(S1)=C(C=N2)C(=O)NC=2C(=NC=C(C2)NC(CN2C(CCC2)(C)C)=O)C)C 2-(1,3-dimethyl-1H-pyrazol-4-yl)-N-(5-(2-(2,2-dimethylpyrrolidin-1-yl)acetamido)-2-methylpyridin-3-yl)pyrazolo[5,1-b]thiazole-7-carboxamide